N,6-dimethyl-5-(methyl(1-((3-methyl-2-oxo-4-thioxo-1,2,3,4-tetrahydroquinazolin-7-yl)methyl)azetidin-3-yl)amino)picolinamide CNC(C1=NC(=C(C=C1)N(C1CN(C1)CC1=CC=C2C(N(C(NC2=C1)=O)C)=S)C)C)=O